3-[(3-amino-2-fluorophenyl)methyl]-8-fluoro-4-methyl-7-(pyridazin-3-yloxy)-3,4-dihydro-2H-1,3-benzoxazin-2-one NC=1C(=C(C=CC1)CN1C(OC2=C(C1C)C=CC(=C2F)OC=2N=NC=CC2)=O)F